7-hydroxy-3-[4-hydroxy-3-(3-methyl-2-butene-1-yl)phenyl]-4H-1-benzopyran-4-one OC1=CC2=C(C(C(=CO2)C2=CC(=C(C=C2)O)CC=C(C)C)=O)C=C1